FC1([C@@H](CC[C@H](C1)NCC1=CC=C(C2=C1C=CO2)F)NCC2=CC1=C(N(C(N1C)=O)C)C=C2)F 5-((((1R,4R)-2,2-difluoro-4-(((7-fluorobenzofuran-4-yl)methyl)amino)cyclohexyl)amino)methyl)-1,3-dimethyl-1,3-dihydro-2H-benzo[d]imidazol-2-one